C(C1=C(C(=C(C(=C1[2H])[2H])[2H])[2H])[2H])(=O)OCCCCO 4-hydroxybutyl (2H5)benzoate